methyl 5-azido-2-((tert-butoxycarbonyl)amino)benzoate N(=[N+]=[N-])C=1C=CC(=C(C(=O)OC)C1)NC(=O)OC(C)(C)C